O.C(=O)(O)C(O)C(O)C(=O)O.NCC(C1=CC(=C(C=C1)O)O)O (-)-α-(aminomethyl)-3,4-dihydroxybenzyl alcohol tartrate monohydrate